CC(C)(OC(C)O)C1CCCCC1C 1-methyl-1-(4-methyl-3-cyclohexyl)ethoxyethanol